FC1=CC=2C3=C(NC2C=C1)CCN(C3)CCC=3N=C(SC3)N 4-(2-(8-fluoro-1,3,4,5-tetrahydro-2H-pyrido[4,3-b]indol-2-yl)ethyl)thiazol-2-amine